2-(5-amino-8-(cyclopropylethynyl)-3H-[1,2,4]triazolo[5,1-i]purin-3-yl)acetaldehyde NC=1N2C(C=3N=CN(C3N1)CC=O)=NC(=N2)C#CC2CC2